BrC1=CN=CC=2N(CCCCC21)C2=NC(NC1=CC=C(C=C21)F)=O 4-(6-bromo-2,3,4,5-tetrahydro-1H-pyrido[3,4-b]azepin-1-yl)-6-fluoroquinazolin-2(1H)-one